[N+](=O)([O-])C=1C=NN(C1)C1C[C@H]2CC[C@@H](C1)N2CC(F)(F)F (1R,3s,5S)-3-(4-nitro-1H-pyrazol-1-yl)-8-(2,2,2-trifluoroethyl)-8-azabicyclo[3.2.1]octane